5-(5H-Imidazo[5,1-a]isoindol-5-yl)-4,5,6,7-tetrahydropyrazolo[1,5-a]pyridin-4-ol C=1N=CN2C1C1=CC=CC=C1C2C2C(C=1N(CC2)N=CC1)O